Chromonol O1C(=CC(C2=CC=CC=C12)=O)O